C(CCCCCC)C1=C(C=C(C(=C1O)O)OC)C1=CC=CC=C1 Heptyl-5-methoxy-[1,1'-biphenyl]-3,4-diol